COC(C(CCCCC)C1CC(C(C2=CC=CC=C12)=O)(F)F)=O (3,3-difluoro-4-oxo-1,2,3,4-tetrahydronaphthalen-1-yl)heptanoic acid methyl ester